FC1=C(C=CC(=C1)F)C1=CC(=NO1)C(=O)N1CC2=CC=CC=C2C(C1)C1=CN(N=C1)C 4-[2-[5-(2,4-difluorophenyl)isoxazole-3-carbonyl]-3,4-dihydro-1H-isoquinolin-4-yl]-2-methyl-pyrazol